1-heptyl-3-propylpyrrolium chloride [Cl-].C(CCCCCC)[NH+]1C=C(C=C1)CCC